C(#C)C1=CC(=C(C(=N1)C)C1=C(C2=C(N=CN=C2N)N1C)C1=CC(=C(C=C1)OC1=NC=CC(=N1)C)F)C 6-(6-ethynyl-2,4-dimethylpyridin-3-yl)-5-(3-fluoro-4-((4-methylpyrimidin-2-yl)oxy)phenyl)-7-methyl-7H-pyrrolo[2,3-d]pyrimidin-4-amine